2-amino-1-(4-bromophenyl)ethan-1-one hydrochloride Cl.NCC(=O)C1=CC=C(C=C1)Br